6-(8-ethyl-7-fluoro-3-hydroxy-1-naphthyl)-2-[[(2S,4R)-4-fluoropyrrolidin-2-yl]methoxy]-4-(1,4-oxazepan-4-yl)-7H-pyrrolo[3,4-d]pyrimidin-5-one C(C)C=1C(=CC=C2C=C(C=C(C12)N1CC=2N=C(N=C(C2C1=O)N1CCOCCC1)OC[C@H]1NC[C@@H](C1)F)O)F